(R)-4-(3-methoxypyrrolidin-1-yl)benzoic acid CO[C@H]1CN(CC1)C1=CC=C(C(=O)O)C=C1